N,N-dimethyl-2-Oxiranepropanamine CN(CCCC1OC1)C